mono(carboxymethyl) ether C(=O)(O)COCC(=O)O